ClC1=C(C=CC2=C1C(=NC(C=1N2C(=NN1)C)C)C1=C(C=CC(=C1)OC)F)Cl 7,8-dichloro-6-(2-fluoro-5-methoxy-phenyl)-1,4-dimethyl-4H-[1,2,4]triazolo[4,3-a][1,4]benzodiazepine